3-(5-(((1S,2S)-2-(3-hydroxypyrrolidin-1-yl)cyclopentyl)oxy)-1-oxoisoindolin-2-yl)piperidine-2,6-dione OC1CN(CC1)[C@@H]1[C@H](CCC1)OC=1C=C2CN(C(C2=CC1)=O)C1C(NC(CC1)=O)=O